N5,N6-bis(4-(trifluoromethoxy)phenyl)-[1,2,5]oxadiazolo[3,4-b]pyrazine-5,6-diamine FC(OC1=CC=C(C=C1)NC1=NC=2C(N=C1NC1=CC=C(C=C1)OC(F)(F)F)=NON2)(F)F